(R)-6-fluoro-1-(4-hydroxy-3-methylphenyl)-4-oxo-7-(2-((pyridin-2-yloxy)methyl)pyrrolidin-1-yl)-1,4-dihydroquinoline-3-carboxylic acid FC=1C=C2C(C(=CN(C2=CC1N1[C@H](CCC1)COC1=NC=CC=C1)C1=CC(=C(C=C1)O)C)C(=O)O)=O